6-(4-Ethyl-3-(hydroxymethyl)-5-oxo-4,5-dihydro-1H-1,2,4-triazol-1-yl)-7-Fluoro-2-(2-fluoro-5-tolyl)-4-isopropylisoquinolin-1(2H)-one C(C)N1C(=NN(C1=O)C=1C=C2C(=CN(C(C2=CC1F)=O)C=1C=CC(=C(C1)C)F)C(C)C)CO